C(=O)(O)C=1C=CC(=C(OCC[NH3+])C1)F 2-(5-carboxy-2-fluorophenoxy)ethan-1-aminium